C1(=CC=CC=C1)[C@@H]1[C@H](C1)NC(=O)[C@@H]1CN(CC[C@H]1NC(=O)C1=CC(=NO1)C1=C(C=C(C=C1)F)F)C1CCCCC1 (3R,4R)-1-cyclohexyl-4-{[3-(2,4-difluoro-phenyl)-isoxazole-5-carbonyl]-amino}-piperidine-3-carboxylic acid ((1S,2R)-2-phenyl-cyclopropyl)-amide